C(C)OC(C(C(F)(F)F)(C(F)(F)F)F)(C(C(C(F)(F)F)(F)F)(F)F)F 3-ethoxy-1,1,1,2,3,4,4,5,5,6,6,6-dodecafluoro-2-trifluoromethyl-hexane